C(C)(C)(C)OC(=O)N1C[C@H](CCC1)C1=CC(=C2C=C(NC2=C1F)C(N(C)C)=O)Cl.N(CC(=O)O)CC(=O)O iminodiacetic acid tert-butyl-(R)-3-(4-chloro-2-(dimethylcarbamoyl)-7-fluoro-1H-indol-6-yl)piperidine-1-carboxylate